[Cl-].FC1=C(OCCCCCCC2=CC3=C(N=C(O3)NC[C@@H]3C[NH2+]CC3)C=C2)C(=CC=C1)F (R)-3-(((6-(6-(2,6-difluorophenoxy)hexyl)benzo[d]oxazol-2-yl)amino)methyl)pyrrolidin-1-ium chloride